BrC1=CC(=C(C=C1)CNC(OC)=O)F methyl (4-bromo-2-fluorophenyl)methylcarbamate